hydroxyl-pyroglutamic acid copper salt [Cu+2].ON1[C@@H](CCC1=O)C(=O)[O-].ON1[C@@H](CCC1=O)C(=O)[O-]